3-(3-(4-(L-alanyl)piperazin-1-yl)-3-oxopropyl)-8-fluoro-5-methylisoquinolin-1(2H)-one hydrochloride Cl.N[C@@H](C)C(=O)N1CCN(CC1)C(CCC=1NC(C2=C(C=CC(=C2C1)C)F)=O)=O